N,N-bis(3-(2-methoxyethoxy)benzyl)thiazol-2-amine COCCOC=1C=C(CN(C=2SC=CN2)CC2=CC(=CC=C2)OCCOC)C=CC1